3-(4-aminoimidazo[2,1-f][1,2,4]triazin-7-yl)-N-(4-hydroxybicyclo[2.2.2]octan-1-yl)-4-methylbenzenesulfonamide NC1=NC=NN2C1=NC=C2C=2C=C(C=CC2C)S(=O)(=O)NC21CCC(CC2)(CC1)O